sodium hexanyl-succinic amide C(CCCCC)C(C(=O)N)CC(=O)O.[Na]